5-chloro-4-hydroxy-1-methyl-2-oxo-N-phenylquinoline-3-carboxamide lithium salt [Li].ClC1=C2C(=C(C(N(C2=CC=C1)C)=O)C(=O)NC1=CC=CC=C1)O